tert-butyl (2,3-difluoro-4-(6-(1-methyl-1H-pyrazol-4-yl)pyrazolo[1,5-a]pyrazin-4-yl)benzyl)carbamate FC1=C(CNC(OC(C)(C)C)=O)C=CC(=C1F)C=1C=2N(C=C(N1)C=1C=NN(C1)C)N=CC2